N-[5-[3-[7-(3-fluorophenyl)-3H-imidazo[4,5-c]pyridin-2-yl]-1H-indazol-5-yl]pyridin-3-yl]-3-methylbutanamide FC=1C=C(C=CC1)C=1C2=C(C=NC1)NC(=N2)C2=NNC1=CC=C(C=C21)C=2C=C(C=NC2)NC(CC(C)C)=O